C1(CC=CC1)OC1=NN=C(S1)NC(=O)C=1C=NC(=CC1C1=CC(=NC=C1OC)C)C N-(5-(cyclopent-3-en-1-yloxy)-1,3,4-thiadiazol-2-yl)-5'-methoxy-2',6-dimethyl-[4,4'-bipyridine]-3-carboxamide